ethyl 4-(2,2-difluoroethoxy)-2-(methylsulfinyl)pyrimidine-5-carboxylate FC(COC1=NC(=NC=C1C(=O)OCC)S(=O)C)F